dimethyl-ethyl-(4-sulfobutyl)ammonium C[N+](CCCCS(=O)(=O)O)(CC)C